1-(1H-pyrrol-2-yl)ethan-1-one oxime N1C(=CC=C1)C(C)=NO